propylene glycol methyl ether acetate (methoxypropyl-acetate) COCCCCC(=O)O.C(C)(=O)OC(COC)C